[Li].C(C)(=O)OC1=C2[C@H]3[C@H](C(OC2=CC(=C1)C(C)(CCCCCC)C)(C)C)CC=C(C3)OS(=O)(=O)C(F)(F)F (6aR,10aR)-6,6-dimethyl-3-(2-methyloctan-2-yl)-9-(((trifluoromethyl)sulfonyl)oxy)-6a,7,10,10a-tetrahydro-6H-benzo[c]chromen-1-yl acetate Lithium